C(=C)C(C(=O)O)OC=1C=C(C=C(C1)C=CC1=CC=C(C=C1)OCC(OC=C)=O)OC(C(=O)O)C=C.FC1=C(C=CC=2OC(OC21)(C)C)C(C)O 1-(4-fluoro-2,2-dimethylbenzo[d][1,3]dioxol-5-yl)ethan-1-ol divinyl-2,2'-((5-(4-(2-oxo-2-(vinyloxy)ethoxy)styryl)-1,3-phenylene)bis(oxy))diacetate